FC1=CC=C(C=C1)CN1C(CCC1=O)C(C(=O)OC)C methyl 2-[1-[(4-fluorophenyl)methyl]-5-oxopyrrolidin-2-yl]propionat